BrC1=CC=C(C=C1)C(C)(C)C1=CC=C(C=C1)C(C)(C)C1=CC=C(C=C1)Br 1,4-bis(2-(4-bromophenyl)propan-2-yl)benzene